3-{5-[(1,3-dimethyl-azetidin-3-yl)-hydroxy-(4-isopropyl-phenyl)-methyl]-pyridin-3-yl}-cyclopentanol CN1CC(C1)(C)C(C=1C=C(C=NC1)C1CC(CC1)O)(C1=CC=C(C=C1)C(C)C)O